C1(=CC=CC2=CC=CC=C12)C1=NC(=NC2=C3C(=CC=C12)C(=CC(=N3)C3=CC=CC=C3)C3=CC=CC=C3)C3=CC=CC=C3 4-(naphthalen-1-yl)-2,7,9-triphenylpyrido[3,2-h]quinazoline